CC1(CC2C3(CCCC(CCC12)(C3)C)OCC(CCC)O)C 1-((4,4,8-Trimethyltricyclo[6.3.1.02,5]dodecan-1-yl)-oxy)pentan-2-ol